ethyl 3-(4-fluorophenyl)-2,3-dibromopropionate FC1=CC=C(C=C1)C(C(C(=O)OCC)Br)Br